Aluminium Phenolat C1(=CC=CC=C1)[O-].[Al+3].C1(=CC=CC=C1)[O-].C1(=CC=CC=C1)[O-]